5-(2-chlorophenyl)-6-fluoro-2H-benzo[e][1,2,4]thiadiazin-3(4H)-one 1,1-dioxide ClC1=C(C=CC=C1)C1=C(C=CC2=C1NC(NS2(=O)=O)=O)F